O=C1C(=C(OC2=C1C=CC=C2)C2=CC=CC=C2)OCC2=CC=C(C(=O)NOC1OCCCC1)C=C2 4-(((4-oxo-2-phenyl-4H-benzopyran-3-yl)oxy)methyl)-N-((tetrahydro-2H-pyran-2-yl)oxy)benzamide